di-tert-butyl-bis-aminodiphenylmethane C(C)(C)(C)C=1C(=C(C=CC1)C(C1=CC=CC=C1)(N)N)C(C)(C)C